5-(4-fluoro-2-methylphenyl)-1,3-cyclohexanedione FC1=CC(=C(C=C1)C1CC(CC(C1)=O)=O)C